[Cl-].C(CCC)N1CN(C=C1)C=C 1-n-butyl-3-vinylimidazole chloride